C(C)(C)(C)OC(=O)N1CCC2(CC1)C(C1=CC(=CC=C1C2)NS(=O)(=O)C)=O 6-(methanesulfonamido)-1-oxo-1,3-dihydrospiro[indene-2,4'-piperidine]-1'-carboxylic acid tert-butyl ester